CC(C(=O)O)CC(C=CCC)C 2,4-dimethyl-5-octenoic acid